6-{bis[(4-Methoxyphenyl)methyl]amino}-4-methyl-3-(trifluoromethyl)pyridine-2-carbaldehyde COC1=CC=C(C=C1)CN(C1=CC(=C(C(=N1)C=O)C(F)(F)F)C)CC1=CC=C(C=C1)OC